BrC(=CC(C1=CC=C(C=C1)C)C1=CC(=C(C(=C1)C(C)(C)C)O)C(C)(C)C)C1=CC=C(C=C1)OC 4-(3-bromo-3-(4-methoxyphenyl)-1-(p-tolyl)allyl)-2,6-di-tert-butylphenol